Sodium 5-((4'-(3,3-difluorocyclobutyl)-[1,1'-biphenyl]-4-yl) oxy)-1H-1,2,3-triazole-4-carboxylate FC1(CC(C1)C1=CC=C(C=C1)C1=CC=C(C=C1)OC1=C(N=NN1)C(=O)[O-])F.[Na+]